N-[(2R)-1,4-Dioxan-2-ylmethyl]-8'-methyl-2'-(pyridin-3-ylmethyl)-2',5'-dihydrospiro[cyclopropan-1,4'-furo[2,3-g]indazol]-7'-carboxamid O1[C@@H](COCC1)CNC(=O)C1=C(C2=C(CC3(C4=CN(N=C24)CC=2C=NC=CC2)CC3)O1)C